C1(CC1)C(=O)C=1N=C2N(N1)[C@@H](C[C@@H]2Cl)C2=CC=CC=C2 cyclopropyl-[cis-7-chloro-5-phenyl-6,7-dihydro-5H-pyrrolo[1,2-b][1,2,4]triazol-2-yl]methanone